1,6-dihydroxybenzene OC1=CC=CC=C1O